tert-Butyl (1-((3-(2-methylallyl)phenyl)sulfonyl)piperidin-4-yl)carbamate CC(CC=1C=C(C=CC1)S(=O)(=O)N1CCC(CC1)NC(OC(C)(C)C)=O)=C